Cl.NCCC(=O)NC=1C=C(C=2N(C1)C(=C(N2)C)C)NCC2=C(C=CC=C2C)C 3-amino-N-(8-((2,6-dimethylbenzyl)amino)-2,3-dimethylimidazo[1,2-a]pyridin-6-yl)propanamide hydrochloride